ethyl(trans-4-((4-(4-chloro-1-methyl-1H-pyrazol-3-yl)-5-cyanopyrimidin-2-yl)amino)cyclohexyl)(5-(2-methoxypyrimidin-5-yl)pyridin-2-yl)carbamate C(C)OC(N(C1=NC=C(C=C1)C=1C=NC(=NC1)OC)[C@@H]1CC[C@H](CC1)NC1=NC=C(C(=N1)C1=NN(C=C1Cl)C)C#N)=O